FC1=CC(=C(N[C@@H]2CC[C@H](CC2)NC(OC(C)(C)C)=O)C=C1)OCOCC[Si](C)(C)C trans-tert-Butyl N-[4-[4-fluoro-2-(2-trimethylsilylethoxymethoxy)anilino]-cyclohexyl]carbamate